N=1C=CN2C1C(=NC=C2)N2CCC1(CN(C(N1)=O)CCC1=NN3C(C(=CC(=C3)OCC(C)C3=CC=CC=C3)C)=N1)CC2 8-(imidazo[1,2-a]pyrazin-8-yl)-3-(2-(8-methyl-6-(2-phenylpropoxy)-[1,2,4]triazolo[1,5-a]pyridin-2-yl)ethyl)-1,3,8-triazaspiro[4.5]decan-2-one